CN(S(=O)(=O)C)C1=C(C=CC=C1)C(=O)N1C2=C(OCC1)C=C(C=C2)S(=O)(=O)N2CCNCC2 N-methyl-N-(2-(7-(piperazin-1-ylsulfonyl)-3,4-dihydro-2H-benzo[b][1,4]oxazine-4-carbonyl)phenyl)methanesulfonamide